C1(CC1)C1=C(C(=NO1)C1=C(C=CC=C1Cl)Cl)COC12CCC(CC1)(CC2)/C(=N/O)/N (Z)-4-((5-cyclopropyl-3-(2,6-dichlorophenyl)isoxazol-4-yl)methoxy)-N'-hydroxybicyclo[2.2.2]octane-1-carboxamidine